N1CCC(CC1)N1[C@H](CCC1)C(=O)OC Methyl 1-piperidin-4-yl-D-prolinate